ClC1=CC=C(CC2=C(C=CC(=C2)C)O)C=C1 2-(4-chlorobenzyl)-4-methylphenol